Oxirane-2,3-diyldimethanol O1C(C1CO)CO